NCCNCCC[Si](C)(OCC)OCC 3-(2-aminoethylamino)propyldiethoxy-methyl-silane